C1(CCC1)OC1=CC=C(C=C1)C1=CN=CC(=N1)C(=O)N/N=C/C1=CC(=CC(=C1)OC)OC (E)-6-(4-cyclobutoxyphenyl)-N'-(3,5-dimethoxybenzylidene)pyrazine-2-carbohydrazide